N[C@H](C(=O)NCCCCOC=1C=C2C(=CC=NC2=CC1)C(NCC(=O)N1[C@@H](CC(C1)(F)F)C#N)=O)CCC(=O)NCCCCOC=1C=C2C(=CC=NC2=CC1)C(NCC(N1[C@@H](CC(C1)(F)F)C#N)=O)=O (S)-2-amino-N1,N5-bis(4-((4-((2-((S)-2-cyano-4,4-difluoropyrrolidine-1-yl)-2-oxoethyl)carbamoyl)quinolin-6-yl)oxy)butyl)pentanediamide